(7-Methoxy-1-(4-(morpholinomethyl)phenyl)-5,5-dioxo-1,4-dihydrothiochromeno[4,3-c]pyrazol-3-yl)(4-oxa-7-azaspiro[2.5]oct-7-yl)methanone COC=1C=CC2=C(C1)S(CC1=C2N(N=C1C(=O)N1CCOC2(CC2)C1)C1=CC=C(C=C1)CN1CCOCC1)(=O)=O